(S)-N'-((1,2,3,6,7,8-hexahydro-as-indacen-4-yl)carbamoyl)-2-(2-hydroxy-propan-2-yl)thiazole-5-sulfonimidamide C1CCC2=C(C=C3CCCC3=C12)NC(=O)N=[S@@](=O)(N)C1=CN=C(S1)C(C)(C)O